1'-(2-fluoro-5-(methylamino)-4-nitrophenyl)-[4,4'-bipiperidine]-1-carboxylic acid tert-butyl ester C(C)(C)(C)OC(=O)N1CCC(CC1)C1CCN(CC1)C1=C(C=C(C(=C1)NC)[N+](=O)[O-])F